C1=CC(=CC=C1C2=CC(=O)C3=C(C(=C(C=C3O2)O[C@H]4[C@@H]([C@H]([C@@H]([C@H](O4)C(=O)[O-])O)O)O)O)O)O The molecule is a monocarboxylic acid anion resulting from the deprotonation of the carboxy group of scutellarin. It is a carbohydrate acid derivative anion and a monocarboxylic acid anion. It is a conjugate base of a scutellarin.